tert-butyl (2-(2-(2-ethyl-4-((3-(3-(methylthio)-1H-pyrazol-4-yl)imidazo[1,2-a]pyrazin-8-yl)amino)benzamido)ethoxy)ethyl)carbamate C(C)C1=C(C(=O)NCCOCCNC(OC(C)(C)C)=O)C=CC(=C1)NC=1C=2N(C=CN1)C(=CN2)C=2C(=NNC2)SC